ClC=1C=NN2C1N=C1C(=C2NCC2=CC=C(C(=O)O)C=C2)CCC12CCCC2 4-(((3-chloro-6,7-dihydrospiro[cyclopenta[d]pyrazolo[1,5-a]pyrimidine-5,1'-cyclopentane]-8-yl)amino)methyl)benzoic acid